tert-butyl 4-[2-[4-[4-amino-2-(6-methyl-7-oxo-1H-pyrrolo[2,3-c]pyridin-4-yl)phenoxy]phenyl]ethyl]piperidine-1-carboxylate NC1=CC(=C(OC2=CC=C(C=C2)CCC2CCN(CC2)C(=O)OC(C)(C)C)C=C1)C=1C2=C(C(N(C1)C)=O)NC=C2